3-[(6-bromo-2-methylpyridin-3-yl)oxy]pyrrolidin-2-one BrC1=CC=C(C(=N1)C)OC1C(NCC1)=O